tert-butylphenyltris(6-trifluoromethyl-2-pyridyl)borate C(C)(C)(C)C1=C(C=CC=C1)[B-](C1=NC(=CC=C1)C(F)(F)F)(C1=NC(=CC=C1)C(F)(F)F)C1=NC(=CC=C1)C(F)(F)F